2-(2-hydroxypropan-1-yl)ethan-1-one OC(CCC=O)C